C1(CC1)[C@@H](C)C=1C(=C2CCCC2=CC1)NC(=O)NS(=O)(=N)C=1OC=C(C1)C(CO)(C)O N-((5-((R)-1-cyclopropylethyl)-2,3-dihydro-1H-inden-4-yl)carbamoyl)-4-(1,2-dihydroxypropan-2-yl)furan-2-sulfonimidamide